COC([C@H](C)OC1=C(C=C(C=C1)Br)/C=N/O)=O.O1C(COCC1)C(CCCC(=O)O)C(=O)O 1,4-dioxaneadipic acid methyl-(S,E)-2-(4-bromo-2-((hydroxyimino)methyl)phenoxy)propanoate